1-(9Z,12Z-heptadecadienoyl)-2-(4Z,7Z,10Z,13Z,16Z,19Z-docosahexaenoyl)-glycero-3-phosphoserine CCCC/C=C\C/C=C\CCCCCCCC(=O)OC[C@H](COP(=O)(O)OC[C@@H](C(=O)O)N)OC(=O)CC/C=C\C/C=C\C/C=C\C/C=C\C/C=C\C/C=C\CC